C(C1=CC=CC=C1)C=1C(=NC=C(N1)C1=C(C=CC=C1)F)N[C@@H](CC1=CC=CC=C1)C(=O)O (3-Benzyl-5-(2-fluorophenyl)pyrazin-2-yl)phenylalanin